C(CC)(SCC=C)=O S-prop-2-enyl propanethioate